2-PHENYLPENTANE C1(=CC=CC=C1)C(C)CCC